methyl 2-[(5-bromo-1H-pyrrolo[3,2-b]pyridin-3-yl) amino]-1H-benzo[d]imidazole-5-carboxylate BrC1=CC=C2C(=N1)C(=CN2)NC2=NC1=C(N2)C=CC(=C1)C(=O)OC